OCCC1CN(C1)C1CN(C1)C(=O)OCC1=CC=CC=C1 benzyl 3-(2-hydroxyethyl)-[1,3'-biazetidine]-1'-carboxylate